benzylidenebutyramide [6-bromo-1-[5-chloro-2-(difluoromethoxy)phenyl]pyrazolo[4,3-b]pyridin-3-yl]methyl-acetate BrC=1C=C2C(=NC1)C(=NN2C2=C(C=CC(=C2)Cl)OC(F)F)COC(C)=O.C(C2=CC=CC=C2)=C(C(=O)N)CC